OC=1C=C(C=CC1)CC=O (3-HYDROXY-PHENYL)-ACETALDEHYDE